N[C@@H](CCCCN)C(=O)N[C@@H](CC1=CC=CC=C1)C(=O)N[C@@H](CC1=CNC2=CC=CC=C12)C(=O)O L-lysyl-L-phenylalanyl-L-tryptophan